N-(5-(6-(3-fluoro-5-(trifluoromethyl)pyridin-2-yl)-1-oxo-3,4-dihydroisoquinolin-2(1H)-yl)-2-hydroxyphenyl)methanesulfonamide FC=1C(=NC=C(C1)C(F)(F)F)C=1C=C2CCN(C(C2=CC1)=O)C=1C=CC(=C(C1)NS(=O)(=O)C)O